(2S,3S)-2-((S)-2-((tert-butoxycarbonyl)amino)-3-methoxy-3-oxopropyl)-3-(((tert-butyldimethylsilyl)oxy)methyl)pent-4-enoic acid C(C)(C)(C)OC(=O)N[C@@H](C[C@H](C(=O)O)[C@H](C=C)CO[Si](C)(C)C(C)(C)C)C(=O)OC